(3R,5R,8R,9S,10S,13S,14S,17R)-10,13-dimethyl-3-(prop-1-yn-1-yl)-17-((2S,3S)-4,4,4-trifluoro-3-hydroxybutan-2-yl)hexadecahydro-1H-cyclopenta[a]phenanthren-3-ol C[C@]12[C@H]3CC[C@@]4([C@H](CC[C@H]4[C@@H]3CC[C@@H]2C[C@@](CC1)(O)C#CC)[C@H](C)[C@@H](C(F)(F)F)O)C